ClC1=CC=C(C=C1)C1N=C2SC=C(N2C1)CSC1=NC2=CC=CC=C2CN1 6-(4-chlorophenyl)-3-(((3,4-dihydroquinazolin-2-yl)thio)methyl)-5,6-dihydroimidazo[2,1-b]thiazole